C1(=CC=CC=C1)[Sn](OCC)(C1=CC=CC=C1)C1=CC=CC=C1 triphenyl-ethoxytin